2-(1-(3-ethoxy-4-methoxyphenyl)-2-(methylsulfonyl)ethyl)-4-(2-oxopropyl)isoindoline-1,3-dione C(C)OC=1C=C(C=CC1OC)C(CS(=O)(=O)C)N1C(C2=CC=CC(=C2C1=O)CC(C)=O)=O